C(C1=CC=CC=C1)OC(=O)N[C@H](CC(N)=O)C(=O)O N2-[(Benzyloxy)carbonyl]-D-asparagin